6-(pyrrolidine-1-carbonyl)-3,4-dihydro-1H-pyrrolo[2,1-c][1,4]oxazine-8-carboxylic acid ((R)-1-phenyl-propyl)-amide C1(=CC=CC=C1)[C@@H](CC)NC(=O)C=1C=C(N2C1COCC2)C(=O)N2CCCC2